tert-butyl (1-(4-bromopyridin-2-yl)-3-hydroxypropyl)carbamate BrC1=CC(=NC=C1)C(CCO)NC(OC(C)(C)C)=O